5-fluoro-2-methoxy-3-(pyrazin-2-yl)aniline FC=1C=C(C(=C(N)C1)OC)C1=NC=CN=C1